iridium trisulfide [Ir](=S)(=S)=S